(E)-6-(6-(2-(5-Cyclopropyl-3-(2-(trifluoromethyl)pyridin-3-yl)isoxazol-4-yl)vinyl)-2-azaspiro[3.3]heptan-2-yl)-4-(oxetan-3-yloxy)chinolin C1(CC1)C1=C(C(=NO1)C=1C(=NC=CC1)C(F)(F)F)/C=C/C1CC2(CN(C2)C=2C=C3C(=CC=NC3=CC2)OC2COC2)C1